C1(=CC=CC=C1)[C@@H]1COC2(O1)CCCNCC2 (3R)-3-phenyl-1,4-dioxa-9-azaspiro[4.6]undecane